1,1-Difluoro-2-{3-[4-fluoro-2-(trifluoromethyl)phenyl]-1,2,4-oxadiazol-5-yl}-6-(methylsulfonyl)-6-azaspiro[2.5]octane FC1(C(C12CCN(CC2)S(=O)(=O)C)C2=NC(=NO2)C2=C(C=C(C=C2)F)C(F)(F)F)F